C(C(C)C)OC(=O)C1=CC=C(O)C=C1 ISOBUTYLPARABEN